2-Methyl-N-(3-(2-(methylamino)propyl)-1,2,4-thiadiazol-5-yl)-5-(3-(trifluoromethoxy)phenyl)furan-3-carboxamide CC=1OC(=CC1C(=O)NC1=NC(=NS1)CC(C)NC)C1=CC(=CC=C1)OC(F)(F)F